furanimine O1C(CC=C1)=N